BrC=1C=NC=C(C(=O)N(C)C2=CC=C(C=C2)Cl)C1 5-bromo-N-(4-chlorophenyl)-N-methylnicotinamide